5-(3-fluorophenyl)-N-[(3R,4R)-4-hydroxyoxolan-3-yl]-6-[4-(trifluoromethyl)phenoxy]pyridine-3-carboxamide FC=1C=C(C=CC1)C=1C=C(C=NC1OC1=CC=C(C=C1)C(F)(F)F)C(=O)N[C@@H]1COC[C@@H]1O